tert-butyl 2-(4-((4-((5-cyclopropyl-1H-pyrazol-3-yl)amino)quinazolin-2-yl)amino)phenyl)acetate C1(CC1)C1=CC(=NN1)NC1=NC(=NC2=CC=CC=C12)NC1=CC=C(C=C1)CC(=O)OC(C)(C)C